Thianylacrylonitrile S1C(CCCC1)C(C#N)=C